C(#N)C=1C=C(C=CC1C(=O)OC)N1CCN(CC1)C(=O)OC(C)(C)C tert-butyl 4-[3-cyano-4-(methoxy carbonyl)phenyl]piperazine-1-carboxylate